C(C)(C)(C)OC(=O)NCC=1C=CC(=C(C(=O)N[C@H](C)C2=CC(=NC3=CC=CC=C23)C2=CC(=CN2C)C(=O)OC)C1)C methyl (R)-5-(4-(1-(5-(((tert-butoxycarbonyl)amino)methyl)-2-methylbenzamido)ethyl)quinolin-2-yl)-1-methyl-1H-pyrrole-3-carboxylate